Isopropyl (1S,3S)-3-((5-(3-hydroxyprop-1-yn-1-yl)-3-(trifluoromethyl)pyridin-2-yl)oxy)cyclohexane-1-carboxylate OCC#CC=1C=C(C(=NC1)O[C@@H]1C[C@H](CCC1)C(=O)OC(C)C)C(F)(F)F